(S)-N-((S)-2-(dimethylamino)-3-(1H-indazol-5-yl)propyl)-3-(1-methylcyclopropyl)-3-(pyridin-3-yl)propanamide CN([C@H](CNC(C[C@H](C=1C=NC=CC1)C1(CC1)C)=O)CC=1C=C2C=NNC2=CC1)C